5-(3-(2-methyl-5-((3-(trifluoromethyl)phenyl)carbamoyl)phenyl)pyrrolidin-1-yl)nicotinamide CC1=C(C=C(C=C1)C(NC1=CC(=CC=C1)C(F)(F)F)=O)C1CN(CC1)C=1C=NC=C(C(=O)N)C1